O1[C@@H](COCC1)COC=1C=C2N(C(N1)=O)CCC1=C2SC(=C1)C1C#C1 (S)-9-((1,4-dioxan-2-yl)methoxy)-2-(cyclopropynyl)-4,5-dihydro-7H-thieno[2',3':3,4]pyrido[1,2-c]pyrimidin-7-one